BrC1=C2C(=CN=C1NCCC=O)OC(=C2)C#N 4-bromo-5-[(3-oxopropyl)amino]furo[2,3-c]pyridine-2-carbonitrile